COC=1C=C(C[C@@H]2[C@@H]([C@H](OC2)C2=CC(=C(C(=C2)OC)OC)OC)COC(=O)C2=CCCCC2)C=CC1OC ((2S,3R,4R)-4-(3,4-dimethoxybenzyl)-2-(3,4,5-trimethoxyphenyl)tetrahydrofuran-3-yl)methylcyclohex-1-enecarboxylate